Tert-Butyl 2,6-dioxo-3-(2-oxo-3-(4-(prop-2-yn-1-yloxy)phenyl)imidazolidin-1-yl)piperidine-1-carboxylate O=C1N(C(CCC1N1C(N(CC1)C1=CC=C(C=C1)OCC#C)=O)=O)C(=O)OC(C)(C)C